2-((4-methoxybenzyl)amino)-1-phenylethan-1-ol COC1=CC=C(CNCC(O)C2=CC=CC=C2)C=C1